O=C1NC(CCC1C1=C(CN2CCN(CC2)CCNC(=O)C2=CC3=C(O2)C(C2=CC=CC=C2C3=O)=O)C=CC=C1)=O N-(2-(4-(2-(2,6-dioxopiperidin-3-yl)benzyl)piperazin-1-yl)ethyl)-4,9-dioxo-4,9-dihydronaphtho[2,3-b]furan-2-carboxamide